2-acetamido-6-oxo-1,6-dihydropyrimidine-5-carboxylic acid ethyl ester C(C)OC(=O)C1=CN=C(NC1=O)NC(C)=O